N-(5-([1,2,4]triazolo[1,5-a]pyrimidin-5-yl)-4-((2-(1,1-difluoroethyl)-6-methylpyrimidin-4-yl)amino)pyridin-2-yl)acetamide N1=CN=C2N1C=CC(=N2)C=2C(=CC(=NC2)NC(C)=O)NC2=NC(=NC(=C2)C)C(C)(F)F